Trans-4-[(4-[(5-methyl-1H-pyrazol-3-yl)amino]-6-(trifluoromethyl)pyrimidin-2-yl)amino]adamantan-1-ol CC1=CC(=NN1)NC1=NC(=NC(=C1)C(F)(F)F)NC1C2CC3(CC(CC1C3)C2)O